C(C)(C)(C)OC(=O)N[C@H](C(=O)NC=1C(N(C=CC1)CC=1N(C2=C(C=CC=C2C1)OCC1=C(C=C(C=C1)F)F)C(=O)OC(C)(C)C)=O)CC\C=C\C(=O)N(C)C (S,E)-tert-butyl 2-((3-(2-((tert-butoxycarbonyl)amino)-7-(dimethylamino)-7-oxohept-5-enamido)-2-oxopyridin-1(2H)-yl)methyl)-7-((2,4-difluorobenzyl)oxy)-1H-indole-1-carboxylate